pentaerythritol-tris[3-(1-aziridinyl) propionate] N1(CC1)CCC(=O)OCC(COC(CCN1CC1)=O)(COC(CCN1CC1)=O)CO